N-((6-(trifluoromethyl)-2-pyridinyl)methyl)-D-prolinamide FC(C1=CC=CC(=N1)CNC([C@@H]1NCCC1)=O)(F)F